6-(2-methoxyethyl)-2-(trifluoromethyl)pyrazolo[1,5-a]pyridin COCCC=1C=CC=2N(C1)N=C(C2)C(F)(F)F